ClC1=C(C=C(C=C1)N1CC(C2=NC(=CC=C21)C(=O)N2C(CN(CC2)C=2SC=C(N2)C(=O)N2CCN(CC2)C)(C)C)(C)C)F (1-(4-chloro-3-fluorophenyl)-3,3-dimethyl-2,3-dihydro-1H-pyrrolo[3,2-b]pyridin-5-yl)(2,2-dimethyl-4-(4-(4-methylpiperazine-1-carbonyl)thiazol-2-yl)piperazin-1-yl)methanone